methyl (4S,5E,6S)-4-[2-[2-(3,4-dihydroxyphenyl) ethoxy]-2-oxoethyl]-5-ethylidene-6-[(2S,3R,4S,5S,6R)-3,4,5-trihydroxy-6-(hydroxymethyl)oxan-2-yl]oxy-4H-pyran-3-carboxylate OC=1C=C(C=CC1O)CCOC(C[C@@H]\1C(=CO[C@H](/C1=C/C)O[C@@H]1O[C@@H]([C@H]([C@@H]([C@H]1O)O)O)CO)C(=O)OC)=O